2-[3-(3-chloro-5-fluorophenyl)ureido]-4-methoxybenzamide ClC=1C=C(C=C(C1)F)NC(NC1=C(C(=O)N)C=CC(=C1)OC)=O